1-[5-tert-butyl-2-[4-[(4-methylpiperazin-1-yl)methyl]phenyl]pyrazol-3-yl]-3-[2-methylsulfanyl-4-[(3-oxo-4H-pyrido[3,2-b][1,4]oxazin-8-yl)oxy]phenyl]urea C(C)(C)(C)C=1C=C(N(N1)C1=CC=C(C=C1)CN1CCN(CC1)C)NC(=O)NC1=C(C=C(C=C1)OC1=CC=NC2=C1OCC(N2)=O)SC